5-(N-(4-(3-((7-amino-2-(furan-2-yl)-[1,2,4]triazolo[1,5-a]pyrimidin-5-yl)amino)propyl)-3-fluorophenyl)sulfamoyl)-3-chloro-2-hydroxybenzamide NC1=CC(=NC=2N1N=C(N2)C=2OC=CC2)NCCCC2=C(C=C(C=C2)NS(=O)(=O)C=2C=C(C(=C(C(=O)N)C2)O)Cl)F